3-[(1S,3R)-3-[[4-(3-methoxycyclobutoxy)-5-(trifluoromethyl)pyrimidin-2-yl]amino]cyclohexyl]-[1,2,4]triazolo[4,3-a]pyridine-7-carbonitrile COC1CC(C1)OC1=NC(=NC=C1C(F)(F)F)N[C@H]1C[C@H](CCC1)C1=NN=C2N1C=CC(=C2)C#N